2-(4-(2-(3-((2-ethylhexyl)oxy)-5-pentadecylphenoxy)ethyl)piperazin-1-yl)ethanamine C(C)C(COC=1C=C(OCCN2CCN(CC2)CCN)C=C(C1)CCCCCCCCCCCCCCC)CCCC